FC([C@@H](C1=CC=C(C=C1)F)N1N=CC(=C1)C1=NC(=NC=C1C)C1=CC=2N(C=C1)N=C(N2)N2C(=CC=C2C)C)(C)F (R)-7-(4-(1-(2,2-difluoro-1-(4-fluorophenyl)propyl)-1H-pyrazol-4-yl)-5-methyl-pyrimidin-2-yl)-2-(2,5-dimethyl-1H-pyrrol-1-yl)-[1,2,4]triazolo[1,5-a]pyridine